O1C(OCC1)C1=C(C=C(C=C1)CC#N)[N+](=O)[O-] 2-[4-(1,3-Dioxolan-2-yl)-3-nitro-phenyl]acetonitrile